2-(4-(3-(1-(5-chloropyrimidin-2-yl)piperidin-4-yl)propoxy)-2,6-difluorophenyl)-1-(3-(hydroxymethyl)azetidin-1-yl)ethan-1-one ClC=1C=NC(=NC1)N1CCC(CC1)CCCOC1=CC(=C(C(=C1)F)CC(=O)N1CC(C1)CO)F